C(C)(C)S(=O)(=O)NCCCN1C2CC(CC1CC2)C2=CC=1N(N(C2=O)C(C)C)C=CC1 {8-[3-Isopropylsulfonylaminopropyl]-8-azabicyclo[3.2.1]oct-3-yl}[1-isopropyl-2-oxo-1,2-dihydropyrrolo[1,2-b]pyridazin]